FC(OC1=C(C=CC=C1)C=O)(F)F [2-(trifluoromethoxy)phenyl]methanone